9-(diethyl-amino)-5H-benzo[a]phenoxazin-5-one C(C)N(C=1C=C2OC3=CC(C4=C(C3=NC2=CC1)C=CC=C4)=O)CC